(R)-1-(2,5-difluoro-phenyl)ethyl (1-methyl-4-(6-methyl-5-(methyl-sulfonamido)pyridin-2-yl)-1H-1,2,3-triazol-5-yl)carbamate CN1N=NC(=C1NC(O[C@H](C)C1=C(C=CC(=C1)F)F)=O)C1=NC(=C(C=C1)NS(=O)(=O)C)C